C(C1=CC=CC=C1)(=O)O[C@]1([C@@H](O[C@@H]([C@H]1OC(C1=CC=CC=C1)=O)COC(C1=CC=CC=C1)=O)N1C2=NC=NC(=C2N=C1)Cl)C#C (2R,3R,4R,5R)-5-((benzoyloxy)methyl)-2-(6-chloro-9H-purin-9-yl)-3-ethynyltetrahydrofuran-3,4-diyl dibenzoate